C(CCC)OCOCCCC(CC(C)Cl)C 6-chloro-4-methylheptyl butyloxymethyl ether